8-[(2-hydroxyethyl)(8-nonyloxy-8-oxooctyl)amino]octanoic acid (heptadecan-9-yl)ester CCCCCCCCC(CCCCCCCC)OC(CCCCCCCN(CCCCCCCC(=O)OCCCCCCCCC)CCO)=O